4-(2,4-dimethylphenyl)-2-butanol CC1=C(C=CC(=C1)C)CCC(C)O